O=C1NC(CCC1N1C(C2=CC=C(C=C2C1)O[C@H]1[C@H](CCCC1)N(C)CC1=CC=C(C#N)C=C1)=O)=O 4-((((1S,2R)-2-((2-(2,6-dioxopiperidin-3-yl)-1-oxoisoindolin-5-yl)oxy)cyclohexyl)(methyl)amino)methyl)benzonitrile